CC=CC(CCCCC)=O 2-Nonen-4-one